OC1=C(C#N)C=CC(=C1)O 2,4-dihydroxybenzonitrile